C(C1=CC=CC=C1)C1N=C(OC(C1)(C)C)C=1C=NC2=C(C(=CC=C2C1)F)C#N 3-(4-benzyl-6,6-dimethyl-4,5-dihydro-1,3-oxazin-2-yl)-7-fluoro-quinoline-8-carbonitrile